(2R,3S)-1-(2-fluoro-6-methylbenzoyl)-N-(4-(hydroxymethyl)-3-(trifluoromethyl)phenyl)-2-(4-(isopropylamino)phenyl)-1,2,3,4-tetrahydroquinoline-3-carboxamide FC1=C(C(=O)N2[C@H]([C@H](CC3=CC=CC=C23)C(=O)NC2=CC(=C(C=C2)CO)C(F)(F)F)C2=CC=C(C=C2)NC(C)C)C(=CC=C1)C